7-[6-(4-methylpiperazin-1-yl)benzo[b]thiophen-2-yl]-4-(pyrazolo[1,5-a]pyridin-3-yl)-2,3-dihydro-1H-isoindol-1-one CN1CCN(CC1)C=1C=CC2=C(SC(=C2)C=2C=CC(=C3CNC(C23)=O)C=2C=NN3C2C=CC=C3)C1